C1CC12CCN(CC2)C2=C(C=C(C(=C2)Br)F)C(=O)NC2=NC(=NC(=C2)C)N2CCC(CC2)(F)F [2-(6-azaspiro[2.5]oct-6-yl)-4-bromo-5-fluorophenyl]-N-[2-(4,4-difluoropiperidinyl)-6-methylpyrimidin-4-yl]carboxamide